BrC1=C(CNC2=NC3=C(N2)C=CC=C3)C=CC=C1 N-(2-bromobenzyl)-1H-benzimidazol-2-amine